5-hydroxy-1-(3,4-dimethoxybenzyl)hydantoin OC1C(NC(N1CC1=CC(=C(C=C1)OC)OC)=O)=O